1,2-benzoisoxazole-3-methanesulfonic acid sodium salt [Na+].O1N=C(C2=C1C=CC=C2)CS(=O)(=O)[O-]